ethyl 4-(benzyloxy)-2-chloro-5-hydroxy-6-methylnicotinate C(C1=CC=CC=C1)OC1=C(C(=NC(=C1C(=O)OCC)Cl)C)O